N1C(=NC2=C1C=CC=C2)C2CCN(CC2)C(=O)OC(C)(C)C tert-butyl 4-(1H-benzo[d]imidazol-2-yl)piperidine-1-carboxylate